(+)-8-((1S,2S,3S)-3-hydroxy-2-methylcyclopentyl)-6-(methyl-d3)-2-((1-((methyl-d3)sulfonyl)piperidin-4-yl-4-d)-amino)pyrido[2,3-d]pyrimidin-7(8H)-one O[C@@H]1[C@H]([C@H](CC1)N1C(C(=CC2=C1N=C(N=C2)NC2(CCN(CC2)S(=O)(=O)C([2H])([2H])[2H])[2H])C([2H])([2H])[2H])=O)C